(S)-3-(3-(((9H-fluoren-9-yl)methoxy)carbonyl)-5-oxooxazolid-4-yl)propanoic acid C1=CC=CC=2C3=CC=CC=C3C(C12)COC(=O)N1[CH-]OC([C@@H]1CCC(=O)O)=O